[2-(trifluoromethyl)-4H,5H,6H-cyclopenta[b]thiophen-3-yl]-carbamic acid tert-butyl ester C(C)(C)(C)OC(NC=1C2=C(SC1C(F)(F)F)CCC2)=O